(6-Bromo-2-fluoro-3-((4-methylpyrimidin-2-yl)oxy)benzyl)(tert-butoxycarbonyl)carbamate BrC1=CC=C(C(=C1COC(NC(=O)OC(C)(C)C)=O)F)OC1=NC=CC(=N1)C